4-((2R,3S,4S,5R)-3-(3,4-difluoro-2-(2-(hydroxyimino)-3-methylbutoxy)phenyl)-4,5-dimethyl-5-(trifluoromethyl)tetrahydrofuran-2-carboxamido)picolinamide FC=1C(=C(C=CC1F)[C@H]1[C@@H](O[C@]([C@H]1C)(C(F)(F)F)C)C(=O)NC1=CC(=NC=C1)C(=O)N)OCC(C(C)C)=NO